FC(C1(CC1)NC(C1=CN=CC=C1)=O)(F)F N-(1-(trifluoromethyl)cyclopropyl)nicotinamide